FC1=C(C(=C(C(=C1[B-](C1=C(C(=C(C(=C1F)F)F)F)F)(C1=C(C(=C(C(=C1F)F)F)F)F)C1=C(C(=C(C(=C1F)F)F)F)F)F)F)F)F.C(CCCCCCCCCCCCCCCCC)[NH+](C1=CC=C(C=C1)CCCC)CCCCCCCCCCCCCCCCCC N,N-dioctadecyl-4-butylanilinium tetrakis(pentafluorophenyl)borate